N-(5-(3-(6-azaspiro[3.4]octan-6-yl)propanamido)-2-methylpyridin-3-yl)-2-(1-(2-methoxyethyl)-1H-pyrazol-4-yl)pyrazolo[5,1-b]thiazole-7-carboxamide C1CCC12CN(CC2)CCC(=O)NC=2C=C(C(=NC2)C)NC(=O)C=2C=NN1C2SC(=C1)C=1C=NN(C1)CCOC